NO (+-)-hydroxylamine